tert-butyl (2-amino-5-(4-(4-methyl-3-oxopiperazin-1-yl)piperidin-1-yl)phenyl)carbamate NC1=C(C=C(C=C1)N1CCC(CC1)N1CC(N(CC1)C)=O)NC(OC(C)(C)C)=O